CC1([C@H](C1)C(=O)N1CC2(C1)CN(CC2C(=O)OCCCC)C=2SC=C(N2)C(F)(F)F)C butyl 2-((S)-2,2-dimethylcyclopropanecarbonyl)-6-(4-(trifluoromethyl)thiazol-2-yl)-2,6-diazaspiro[3.4]octane-8-carboxylate